C1CC12NCCN(C2)C2=NN1C(=NC(=CC1=O)C=1C=C(C=3N(C1)C=C(N3)C)F)S2 2-(4,7-Diazaspiro[2.5]octan-7-yl)-7-(8-fluoro-2-methylimidazo[1,2-a]pyridin-6-yl)-[1,3,4]thiadiazolo[3,2-a]pyrimidin-5-on